N-(4-methylbenzenesulfonyloxy)phthalimide CC1=CC=C(C=C1)S(=O)(=O)ON1C(C=2C(C1=O)=CC=CC2)=O